ClC=1C(=C(N[C@H]2CC[C@H](CC2)C(=O)OC)C=CC1)[N+](=O)[O-] methyl (cis)-4-(3-chloro-2-nitro-anilino)cyclohexanecarboxylate